O=C1NC(CCC1N1C(C2=CC=CC(=C2C1=O)NCC1=CC=C(CN2[C@@H](CN(CC2)C2=C(C=C(C#N)C=C2)C)C)C=C1)=O)=O 4-((3R)-4-(4-((2-(2,6-dioxopiperidin-3-yl)-1,3-dioxoisoindolin-4-ylamino)methyl)benzyl)-3-methylpiperazin-1-yl)-3-methylbenzonitrile